CCCCCCC/C=C\CCCCCCCC(=O)O[C@H](COC(=O)CC/C=C\C/C=C\C/C=C\C/C=C\C/C=C\C/C=C\CC)COP(=O)(O)OC[C@H](CO)O 1-(4Z,7Z,10Z,13Z,16Z,19Z-docosahexaenoyl)-2-(9Z-heptadecenoyl)-glycero-3-phospho-(1'-sn-glycerol)